ClC1=C(C(=O)NCC(=C)F)C=C(C=C1)C1=CC(=NO1)C=1N(N=C(C1C(F)(F)F)C(C(F)(F)F)(F)F)C 2-chloro-N-(2-fluoroallyl)-5-[3-[2-methyl-5-(1,1,2,2,2-pentafluoroethyl)-4-(trifluoromethyl)pyrazol-3-yl]isoxazol-5-yl]benzamide